ethyl 2-bromo-2-(4,4,7-trimethylisochroman-5-yl)acetate BrC(C(=O)OCC)C1=C2C(COCC2=CC(=C1)C)(C)C